SCCCCCCCCCCCOP(O)(O)=O 11-mercaptoundecylphosphoric acid